4-(difluoromethyl)-5-[4-[(3R,5R)-3,5-dimethylmorpholin-4-yl]-6-[(3R)-3-methylmorpholin-4-yl]-1,3,5-triazin-2-yl]pyridin-2-amine FC(C1=CC(=NC=C1C1=NC(=NC(=N1)N1[C@@H](COC[C@H]1C)C)N1[C@@H](COCC1)C)N)F